OC1CCN(C2=CC=C(C=C12)C=1C=NN(C1)C)C1=NC(=CC2=CC=CC=C12)C(=O)OC Methyl 1-[4-hydroxy-6-(1-methyl-1H-pyrazol-4-yl)-3,4-dihydro-2H-quinolin-1-yl]-isoquinoline-3-carboxylate